C[C@@H](CCC)OC(CCC(C)C)=O 4-methylpentanoic acid (S)-(S)-pentan-2-yl ester